3-[2-[(3-aminophenyl)sulfonylamino]-6-(2,6-dimethylphenyl)pyrimidin-4-yl]oxy-4-chloro-N-methyl-benzamide NC=1C=C(C=CC1)S(=O)(=O)NC1=NC(=CC(=N1)OC=1C=C(C(=O)NC)C=CC1Cl)C1=C(C=CC=C1C)C